ClC=1C=CC(=C(C1)C1=CC(N(C=C1OC)[C@H](C(=O)NC=1C=CC(=NC1)C(=O)NCCC)CC1=CC=CC=C1)=O)N1N=NC(=C1)C(F)(F)F (S)-5-(2-(4-(5-chloro-2-(4-(trifluoromethyl)-1H-1,2,3-triazol-1-yl)phenyl)-5-methoxy-2-oxopyridin-1(2H)-yl)-3-phenylpropionamido)-N-propylpyridinamide